C1(CCC(N1N(C(=NC(=O)OC(C)(C)C)N)CC1=C(C=C(C(=O)O)C=C1)[131I])=O)=O.FC=1C=C(C=CC1)C=1C=CC2=C(N(N=C2C1)C)C1=CC=C(CNC(C=C)=O)C=C1 N-(4-(6-(3-fluorophenyl)-2-methyl-2H-indazol-3-yl)benzyl)acrylamide N-succinimidyl-4-(2-tert-butoxycarbonylguanidino)methyl-3-[131I]iodobenzoate